indazole-5-carboxylic acid tert-butyl ester C(C)(C)(C)OC(=O)C=1C=C2C=NNC2=CC1